diethyl 4-(3-nitro-1H-pyrrol-2-yl)isophthalate [N+](=O)([O-])C1=C(NC=C1)C1=C(C=C(C(=O)OCC)C=C1)C(=O)OCC